O1C(CCC1)CS(=O)(=O)C1=C(OC2=C(C=C(C=C2)C2=NOC(=N2)CN2C(NC3(C2=O)CCOCC3)=O)C(F)(F)F)C=CC=C1 3-((3-(4-(2-(((tetrahydrofuran-2-yl)methyl)sulfonyl)phenoxy)-3-(trifluoromethyl)phenyl)-1,2,4-oxadiazol-5-yl)methyl)-8-oxa-1,3-diazaspiro[4.5]decane-2,4-dione